NC=1C=C2CC(C(N(C2=CC1)C)=O)N1CCN(CC1)C 6-amino-1-methyl-3-(4-methylpiperazin-1-yl)-3,4-dihydroquinolin-2(1H)-one